C(C1=CC=CC=C1)(=O)C1=COC2=CC=CC=C2C1=O 3-benzoyl-4-chromenone